Tert-butyl 6-(4-chloro-2-fluorophenyl)ethoxy-3',6'-dihydro-[2,4'-bipyridine]-1'(2H)-carboxylate ClC1=CC(=C(C=C1)CCOC1=CC=CC(N1)C=1CCN(CC1)C(=O)OC(C)(C)C)F